N-benzylenebutylamine C(C1=CC=CC=C1)=NCCCC